C(C1CO1)OCCC[SiH](OCC)C γ-glycidoxypropyl-methylethoxysilane